FC(C=1C=C(C(=O)N2CCC=3C2=CN=CC3C3=CC=C(C#N)C=C3)C=CC1)(F)F 4-(1-(3-(trifluoromethyl)benzoyl)-2,3-dihydro-1H-pyrrolo[2,3-c]pyridin-4-yl)benzonitrile